(R)-2-((1-(3-cyclopropyl-6-fluoro-4-oxo-2-(tetrahydro-2H-pyran-4-yl)-3,4-dihydroquinazolin-8-yl)ethyl)amino)benzoic acid C1(CC1)N1C(=NC2=C(C=C(C=C2C1=O)F)[C@@H](C)NC1=C(C(=O)O)C=CC=C1)C1CCOCC1